((5-(3-fluorophenyl)-1-((4-fluorophenyl)sulfonyl)-1H-pyrrol-3-yl)methyl)methane-d3-amine FC=1C=C(C=CC1)C1=CC(=CN1S(=O)(=O)C1=CC=C(C=C1)F)CNC([2H])([2H])[2H]